(3R,4S)-4-allyl-1-(((benzyloxy)carbonyl)-L-alanyl)-3-(((benzyloxy)carbonyl)amino)pyrrolidine-3-carboxylic acid benzyl ester C(C1=CC=CC=C1)OC(=O)[C@@]1(CN(C[C@@H]1CC=C)C([C@@H](NC(=O)OCC1=CC=CC=C1)C)=O)NC(=O)OCC1=CC=CC=C1